OC1=CC=C(C=C1)C(\C=C\C1=CC(=C(C=C1)SC1=CC=C(C=C1)C)[N+](=O)[O-])=O (E)-1-(4-Hydroxyphenyl)-3-[4-(4-methylphenyl)sulfanyl-3-nitrophenyl]prop-2-en-1-one